[Si](C)(C)(C(C)(C)C)O[C@H](C(=O)OC)CO Methyl (S)-2-((tert-butyldimethylsilyl)oxy)-3-hydroxypropanoate